5-bromo-2-(4-(piperidin-1-yl)but-1-yn-1-yl)pyridin-3-amine BrC=1C=C(C(=NC1)C#CCCN1CCCCC1)N